C(CCC)OC(SC(=S)OC(C)C)SC(=S)OC(C)C 1,1-bis(isopropoxycarbothioylsulfanyl)methyl butyl ether